2-(benzhydrylideneamino)-2-[1-[(4-methoxyphenyl)methyl]-5-methyl-2-oxo-4-pyridyl]acetamide C(C1=CC=CC=C1)(C1=CC=CC=C1)=NC(C(=O)N)C1=CC(N(C=C1C)CC1=CC=C(C=C1)OC)=O